tert-butyl (2R,5S)-4-(7-(4-cyanopyridin-2-yl)-5-(trifluoromethoxy)-7H-pyrrolo[2,3-d]pyrimidin-4-yl)-2,5-dimethylpiperazine-1-carboxylate C(#N)C1=CC(=NC=C1)N1C=C(C2=C1N=CN=C2N2C[C@H](N(C[C@@H]2C)C(=O)OC(C)(C)C)C)OC(F)(F)F